(2S)-2-[[(3S)-3-hydroxypyrrolidine-1-carbonyl]amino]-4-[2-phenoxyethyl-[4-(5,6,7,8-tetrahydro-1,8-naphthyridin-2-yl)butyl]amino]butanoic acid O[C@@H]1CN(CC1)C(=O)N[C@H](C(=O)O)CCN(CCCCC1=NC=2NCCCC2C=C1)CCOC1=CC=CC=C1